C(C)(C)(C)OC(=O)N1CC(C(CC1)(F)F)C1=CC(=[N+](C=C1)[O-])CN1CCC(CC1)(F)F 4-(1-(tert-butoxycarbonyl)-4,4-difluoropiperidin-3-yl)-2-((4,4-difluoropiperidin-1-yl)methyl)pyridine 1-oxide